N-[7-(2-chloro-5-fluorophenyl)-3,3-difluoro-2,9-dioxo-1,2,3,7,8,9-hexahydro[1,4]oxazino[3,2-e]isoindol-6-yl]-5-fluoro-3-(trifluoromethyl)benzamide ClC1=C(C=C(C=C1)F)C1NC(C2=C3C(=CC(=C12)NC(C1=CC(=CC(=C1)F)C(F)(F)F)=O)OC(C(N3)=O)(F)F)=O